O1C=NC=2C1=CC=CC2N benzoxazol-4-amine